(R)-1-phenethyl acetate C(C)(=O)OCCC1=CC=CC=C1